tert-Butyl 3-(4'-(1-(2,6-dichlorophenyl)-3-(1,1,1,3,3,3-hexafluoro-2-hydroxypropan-2-yl)-4,5-dihydro-1H-pyrazol-5-yl)biphenyl-3-ylsulfonyl)propyl(methyl)carbamate ClC1=C(C(=CC=C1)Cl)N1N=C(CC1C1=CC=C(C=C1)C1=CC(=CC=C1)S(=O)(=O)CCCN(C(OC(C)(C)C)=O)C)C(C(F)(F)F)(C(F)(F)F)O